ethyl 2-(4-bromo-2-chlorophenyl)acetate BrC1=CC(=C(C=C1)CC(=O)OCC)Cl